O[C@@]1(CC[C@@H]2[C@H]3CC[C@@]4([C@H](CC[C@H]4[C@@H]3CC[C@@H]2C1)CC([C@@H](C)N1N=CC(=C1)C#N)=O)C)C 1-((R)-4-((3R,5R,8R,9R,10S,13R,14S,17R)-3-hydroxy-3,13-dimethylhexadecahydro-1H-cyclopenta[a]phenanthren-17-yl)-3-oxobutan-2-yl)-1H-pyrazole-4-carbonitrile